trans,trans-1,3-Butadiene-1,4-dicarboxylic acid C(=C\C=C\C(=O)O)/C(=O)O